CC1=CC(=NN1)C1(NC(=NC2=CC=CC=C12)NC1=CC(=CC=C1)F)N 4-(5-methyl-1H-pyrazol-3-yl)-N2-(3-fluorophenyl)quinazoline-2,4-diamine